2-Cyclohexenol C1(C=CCCC1)O